C1=CC2=C(C(=C1)O)N=CC=C2 The molecule is a monohydroxyquinoline that is quinoline substituted by a hydroxy group at position 8. Its fungicidal properties are used for the control of grey mould on vines and tomatoes. It has a role as an antibacterial agent, an iron chelator, an antiseptic drug and an antifungal agrochemical. It derives from a hydride of a quinoline.